1-trityl-1H-pyrazolo[3,4-b]Pyridine C(C1=CC=CC=C1)(C1=CC=CC=C1)(C1=CC=CC=C1)N1N=CC=2C1=NC=CC2